C(C1=CC=CC=C1)[C@H]1N(CCN(C1)S(=O)(=O)C)C=1C=C2C(=CN1)N(N=C2C)C2=NC=C(C(=C2F)O)Cl (R)-2-(5-(2-Benzyl-4-(methylsulfonyl)piperazin-1-yl)-3-methyl-1H-pyrazolo[3,4-c]pyridin-1-yl)-5-chloro-3-fluoropyridin-4-ol